4-((2-Fluoro-4-methylpyridin-3-yl)amino)-N-(4-(4-methylpiperazin-1-yl)phenyl)-2-oxo-1,2-dihydropyridine-3-carboxamide FC1=NC=CC(=C1NC1=C(C(NC=C1)=O)C(=O)NC1=CC=C(C=C1)N1CCN(CC1)C)C